p-carbomethoxybenzamide C(=O)(OC)C1=CC=C(C(=O)N)C=C1